tetracosynyl alcohol C(#CCCCCCCCCCCCCCCCCCCCCCC)O